O[C@@]1(C(N(CC1)C)=O)C1=CC(=NO1)C1=CC(=CC=C1)C1=CC=C2C(=N1)C=NN2C (R)-3-hydroxy-1-methyl-3-(3-(3-(1-methyl-1H-pyrazolo[4,3-b]pyridin-5-yl)phenyl)isoxazol-5-yl)pyrrolidin-2-one